C(C1=CC=CC=C1)OCC(CCl)O 1-benzyloxy-3-chloro-propan-2-ol